ClC1=CC=C(C=C1)[C@H](C1CC1)C1N(C(C2=CC=C(C=C12)C(=O)N)=O)C1C(NC(CC1)=O)=O ((S)-(4-chlorophenyl)(cyclopropyl)methyl)-2-(2,6-dioxopiperidin-3-yl)-1-oxoisoindoline-5-carboxamide